COC1=C(C(=O)C=2C(OC3=C4C2C2=CC=CC=C2C(C4=C(C=C3)OC)=O)=O)C(=CC(=C1)OC)C 1-(2,4-dimethoxy-6-methyl-benzoyl)-6-methoxy-naphtho[1,2,3-de]benzopyran-2,7-dione